3-bromo-2-(ethylamino)benzonitrile BrC=1C(=C(C#N)C=CC1)NCC